[5-(2,4-difluorophenyl)isoxazol-3-yl]-[(1S,S)-1,4-dimethyl-4-(1-methylpyrazol-4-yl)-1,3-dihydroisoquinolin-2-yl]methanone FC1=C(C=CC(=C1)F)C1=CC(=NO1)C(=O)N1[C@H](C2=CC=CC=C2[C@](C1)(C=1C=NN(C1)C)C)C